7-bromo-2-(hexane-3-yloxy)-N,N-bis(4-methoxybenzyl)imidazo[2,1-f][1,2,4]triazin-4-amine BrC1=CN=C2C(=NC(=NN21)OC(CC)CCC)N(CC2=CC=C(C=C2)OC)CC2=CC=C(C=C2)OC